C(C1=CC=CC=C1)N1CCN(CCN(CCC1)CC=1C(=C(C=C(C1)C)CNCC(C(C(C(CO)O)O)O)O)O)CC=1C(=C(C=C(C1)C)CNCC(C(C(C(CO)O)O)O)O)O 6,6'-{(7-benzyl-1,4,7-triazecane-1,4-diyl)bis[methylene(2-hydroxy-5-methyl-3,1-phenylene)methyleneazanediyl]}di(hexane-1,2,3,4,5-pentol)